Methyl (S,Z)-2-(2-chlorophenyl)-2-(2-(2-methyl-2-butenoyloxy)-6,7-dihydrothieno[3,2-c]pyridin-5(4H)-yl)-acetate ClC1=C(C=CC=C1)[C@@H](C(=O)OC)N1CC2=C(CC1)SC(=C2)OC(\C(=C/C)\C)=O